Sodium molybdate [O-][Mo](=O)(=O)[O-].[Na+].[Na+]